CC=1C=NC=CC1CC 1-(3-Methylpyridin-4-yl)ethan